C1(CC1)C1=NN=C(S1)N1CCC(CC1)N1N=C(C=CC1=O)N1N=C(C=C1C)C 2-[1-(5-cyclopropyl-1,3,4-thiadiazol-2-yl)piperidin-4-yl]-6-(3,5-dimethylpyrazol-1-yl)pyridazin-3-one